8,9-dimethyl-2-(4,5-dimethylhexyl)-decanoic acid CC(CCCCCC(C(=O)O)CCCC(C(C)C)C)C(C)C